N-[[6-(2-tert-butyl-4-methyl-pyrazole-3-carbonyl)-6-azaspiro[2.5]octan-2-yl]methyl]furo[2,3-c]pyridine-2-carboxamide C(C)(C)(C)N1N=CC(=C1C(=O)N1CCC2(C(C2)CNC(=O)C2=CC=3C(=CN=CC3)O2)CC1)C